NCCC=1C=NC(=NC1)C1=C(C=C(C#N)C=C1)OC1=NC(=NC(=C1)N1CCOCC1)C 4-[5-(2-aminoethyl)pyrimidin-2-yl]-3-(2-methyl-6-morpholin-4-ylpyrimidin-4-yl)oxybenzonitrile